1-azido-5-[tert-butyl-(dimethyl)silyl]oxypentane-2-ol N(=[N+]=[N-])CC(CCCO[Si](C)(C)C(C)(C)C)O